O[C@H](CC(=O)SCCNC(CCNC([C@@H](C(COP(OP(OC[C@@H]1[C@H]([C@H]([C@@H](O1)N1C=NC=2C(N)=NC=NC12)O)OP(=O)(O)O)(=O)O)(=O)O)(C)C)O)=O)=O)C[C@@H]([C@H](CC)C)O (3s,5s,6s)-3,5-dihydroxy-6-methyloctanoyl-CoA